C1C(CC12CCNCC2)N2N=CC(=C2C)C=2C=C(C=1N(C2)N=CC1C#N)OC(CO)C1=NC=C(C=C1)F 6-[1-(7-azaspiro[3.5]nonan-2-yl)-5-methyl-pyrazol-4-yl]-4-[1-(5-fluoro-2-pyridyl)-2-hydroxy-ethoxy]pyrazolo[1,5-a]pyridine-3-carbonitrile